FC(OC1=CC=C(C=C1)CC(=O)ON1C(CCC1=O)=O)(F)F 2,5-dioxopyrrolidin-1-yl 2-(4-(trifluoromethoxy)phenyl)acetate